CC1C(CCC(C1)C)C1=NC=CC=C1 2-(2,4-dimethylcyclohexyl)pyridine